C(C)OC(C1=CC(=C(C=C1)O)NC1=C(C=CC(=C1)Cl)C(=O)OC)=O 3-(5'-chloro-2'-methoxycarbonylanilino)-4-hydroxybenzoic acid ethyl ester